CS(=O)(=O)OC1=CC=CC=2COC(OCC21)C=2N=C(SC2)C2CCN(CC2)C(CN2N=C(C=C2C(F)F)C(F)F)=O 3-[2-(1-{[3,5-bis(difluoromethyl)-1H-pyrazol-1-yl] acetyl}piperidin-4-yl)-1,3-thiazol-4-yl]-1,5-dihydro-2,4-benzodioxepin-6-yl methanesulfonate